4-(2-(4-(2,3-dichlorophenyl)piperazin-1-yl)ethyl)bicyclo[2.2.2]octane-1-amine trifluoroacetate FC(C(=O)O)(F)F.ClC1=C(C=CC=C1Cl)N1CCN(CC1)CCC12CCC(CC1)(CC2)N